CN(C(C(C)C)=O)C=1C=NC(=CC1C1=C(C=CC=C1)C)N1CCN(CC1)C N,2-dimethyl-N-[4-(2-methylphenyl)-6-(4-methylpiperazin-1-yl)pyridin-3-yl]Propionamide